C(C)(C)(C)C=1C=C(C=CC1)NC1=CC=C(CN(C(C(C)(C)C)=O)O)C=C1 N-(4-((3-(t-butyl)phenyl)amino)benzyl)-N-hydroxypivalamide